BrC1=C(C(=C(C(=C1Br)Br)OCCOC)OCCOC)OCCOC 4,5,6-tribromo-1,2,3-tris(2-methoxyethoxy)benzene